(Z)-7-decene-4-lactone C1(CCC(CC\C=C/CC)O1)=O